6-(4-methyl-1H-pyrazol-5-yl)picolinamide CC=1C=NNC1C1=CC=CC(=N1)C(=O)N